ClC1=C(C(=C(C2=C1OC1=C(O2)C(=C(C(=C1Cl)Cl)Cl)Cl)Cl)Cl)Cl octachlorodibenzodioxine